1-dodecanoyl-2-(11Z-docosenoyl)-glycero-3-phospho-(1'-sn-glycerol) CCCCCCCCCCCC(=O)OC[C@H](COP(=O)(O)OC[C@H](CO)O)OC(=O)CCCCCCCCC/C=C\CCCCCCCCCC